C(=C)C1(CC(=NC=C1)C1=NC=CC=C1)C.[Ru+2] ruthenium (II) (4-vinyl-4-methyl-2,2-bipyridine)